NC1=NC=CC=2N1C(=NC2C2CN(CCC2)C(C#CC)=O)C2=NC=C(C=C2)OC2=NC=CC(=C2)C2CC2 1-(3-(5-amino-3-(5-((4-cyclopropylpyridin-2-yl)oxy)pyridin-2-yl)imidazo[1,5-c]pyrimidin-1-yl)piperidin-1-yl)but-2-yn-1-one